FC(C1=NN=C(O1)C1=CC(=C(CN2C(N(C3=C2C=C(C(=C3)F)F)C3CCN(CC3)C)=O)C=C1)F)F 1-(4-(5-(difluoromethyl)-1,3,4-oxadiazole-2-yl)-2-fluorobenzyl)-5,6-difluoro-3-(1-methylpiperidine-4-yl)-1,3-dihydro-2H-benzo[d]imidazole-2-one